(S)-1-(3-(4-amino-3-((7-methoxy-5-methylbenzo[b]thien-2-yl)ethynyl)-1H-pyrazolo[3,4-d]pyrimidin-1-yl)pyrrolidin-1-yl)prop-2-en-1-one NC1=C2C(=NC=N1)N(N=C2C#CC2=CC1=C(S2)C(=CC(=C1)C)OC)[C@@H]1CN(CC1)C(C=C)=O